5-((5-(6-(trifluoromethyl)pyridazin-3-yl)oxazol-2-yl)amino)picolinonitrile FC(C1=CC=C(N=N1)C1=CN=C(O1)NC=1C=CC(=NC1)C#N)(F)F